O[C@@H]1CN(CC1)C1=NC=CC(=C1)C1=CC=CC2=C1C(NC1=C(O2)C=CC(=C1)OC(F)(F)F)=O (S)-(2-(3-Hydroxypyrrolidin-1-yl)pyridin-4-yl)-8-(trifluoromethoxy)dibenzo[b,f][1,4]oxazepin-11(10H)-one